2-((1-(2-(Isoindolin-2-yl)-6-methyl-3-((1-methyl-1H-pyrazol-4-yl)methyl)-4-oxo-3,4-dihydroquinazolin-8-yl)ethyl)amino)benzoic acid C1N(CC2=CC=CC=C12)C1=NC2=C(C=C(C=C2C(N1CC=1C=NN(C1)C)=O)C)C(C)NC1=C(C(=O)O)C=CC=C1